CN1N=CC(=C1C1=CC=2N(C=C1)N=C(C2)NC2=NC(=CC=C2)C(F)(F)F)O[C@@H]2CN(CC2)C 5-[2-methyl-4-[(3S)-1-methylpyrrolidin-3-yl]oxy-pyrazol-3-yl]-N-[6-(trifluoromethyl)-2-pyridyl]pyrazolo[1,5-a]pyridin-2-amine